BrC1=NC=CC=C1OC(C1=CC=CC=C1)(F)F 2-bromo-3-[difluoro(phenyl)methoxy]pyridine